2-(oxan-4-ylidene)ethanone O1CCC(CC1)=CC=O